4-(trifluoromethyl)benzyl cyanide FC(C1=CC=C(CC#N)C=C1)(F)F